[Li].C(CC#C)O 3-butyn-1-ol lithium salt